isopropyl-triazine C(C)(C)C1=NN=NC=C1